4-((cyclobutylmethyl)((tetrahydrofuran-2-yl)methyl)amino)-2-cyclopropylpyrimidine-5-carbonitrile C1(CCC1)CN(C1=NC(=NC=C1C#N)C1CC1)CC1OCCC1